C(CC(=O)C(=O)O)(=O)O oxalacetic acid